COC1=C(C=CC=C1)C=1OC2=C(N1)C=CC(=C2)F 2-(2-methoxyphenyl)-6-fluoro-benzoxazoline